(2S,5R)-N-(2-(2-chloro-5-fluorophenyl)propan-2-yl)-5-(hydroxymethyl)morpholine-2-carboxamide ClC1=C(C=C(C=C1)F)C(C)(C)NC(=O)[C@@H]1CN[C@@H](CO1)CO